[F-].C#CC propyne fluoride